[N+](=O)([O-])C1=CC=C(C(=O)N2CC3=CC=CC(=C3CC2)C(CC(=O)O)C2=CC=CC=C2)C=C1 3-(2-(4-nitrobenzoyl)-1,2,3,4-tetrahydroisoquinolin-5-yl)-3-phenylpropionic acid